(2S,3R)-3-HYDROXY-N,N-BIS(4-METHOXYBENZYL)HEX-5-ENE-2-SULFONAMIDE O[C@@H]([C@H](C)S(=O)(=O)N(CC1=CC=C(C=C1)OC)CC1=CC=C(C=C1)OC)CC=C